2-pyrrolidin-1-ylethyl 6-[5-(6-methyl-2-pyridyl)-1H-imidazol-4-yl]quinoline-3-carboxylate CC1=CC=CC(=N1)C1=C(N=CN1)C=1C=C2C=C(C=NC2=CC1)C(=O)OCCN1CCCC1